4-(4'-fluoro-[1,1'-biphenyl]-3-yl)piperazine-1-carboxylic acid 1-azabicyclo[3.2.2]non-4-yl ester N12CCC(C(CC1)CC2)OC(=O)N2CCN(CC2)C=2C=C(C=CC2)C2=CC=C(C=C2)F